methyl (Z)-2-[2-(6-chloropyrimidin-4-yloxy) phenyl]-3-methoxyacrylate ClC1=CC(=NC=N1)OC1=C(C=CC=C1)/C(/C(=O)OC)=C/OC